N[C@@H](CC(=O)O)C(=O)N[C@@H](CC(N)=O)C(=O)O aspartyl-(ASPARAGINE)